NC(CC1=CC(=NC(=C1)C(F)(F)F)C(=O)OC)=O methyl 4-(2-amino-2-oxoethyl)-6-(trifluoromethyl)picolinate